COC(=O)N1C(C2(COCC(N2)=O)CCC1)CO[C@@H]1CC[C@@H](CC1)C1=CC=CC=C1 (cis)-2-oxo-7-({[(cis)-4-phenylcyclohexyl]oxy}methyl)-4-oxa-1,8-diazaspiro[5.5]undecane-8-carboxylic acid methyl ester